5,5-dimethyl-2-(3-methylbutyloxy)cyclohexane-1,3-dione CC1(CC(C(C(C1)=O)OCCC(C)C)=O)C